ClCCC(OC=1C=C(CNCC)C=CC1)C=1SC=CC1 N-(3-(3-chloro-1-(thiophen-2-yl)propoxy)benzyl)ethylamine